4-(chloromethyl)-2-(4-chlorophenyl)thiazole ClCC=1N=C(SC1)C1=CC=C(C=C1)Cl